OC12CC3C(C(CC(C1)C3)C2)N2CCN(CC2)C2=CC(=C(C=C2)NC2=NC=C(C(=N2)NC2=C(C(=O)NC)C=CC=C2C)C(F)(F)F)OC 2-((2-((4-(4-((cis)-5-hydroxyadamantan-2-yl)piperazin-1-yl)-2-methoxyphenyl)amino)-5-(trifluoromethyl)pyrimidin-4-yl)amino)-N,3-dimethylbenzamide